CON(C1=CC=CC=C1)C(C(C(=O)O)O)(O)C(=O)O methoxy-anilinetartaric acid